C(C)(C)(C)OC(N[C@@]1(CN(CC1)C1=C(C(=NC=C1C(NC12CC(C1)C2)=O)C)C2=CC(=CC(=C2)F)F)C)=O (S)-(1-(5-(bicyclo[1.1.1]pentan-1-ylcarbamoyl)-3-(3,5-difluorophenyl)-2-methylpyridin-4-yl)-3-methylpyrrolidin-3-yl)carbamic acid tert-butyl ester